NC1=NC=CC(=C1Cl)OC1=C(C=C(C=C1)NC(=O)C=1C=NN(C1C(F)(F)F)CC1=CC=CC=C1)F N-(4-((2-amino-3-chloropyridin-4-yl)oxy)-3-fluorophenyl)-1-benzyl-5-(trifluoromethyl)-1H-pyrazole-4-carboxamide